2-[4-(4-Benzo[d]isothiazol-3-yl-piperazin-1-yl)-butyl]-tetrahydro-pyrrolo[1,2-c]pyrimidine-1,3-dione oxalate C(C(=O)O)(=O)O.S1N=C(C2=C1C=CC=C2)N2CCN(CC2)CCCCN2C(N1C(CC2=O)CCC1)=O